4-[[3-[3-(trifluoromethyl)phenyl]imidazo[1,2-b]pyridazin-6-yl]amino]cycloheptyl alcohol FC(C=1C=C(C=CC1)C1=CN=C2N1N=C(C=C2)NC2CCC(CCC2)O)(F)F